NC1=C(C=C(C=N1)C=1C=C2N(N1)CC[C@]21CN(CC1)C(=O)NCC)OC(F)F |r| (rac)-2'-[6-amino-5-(difluoromethoxy)pyridin-3-yl]-N-ethyl-5',6'-dihydrospiro[pyrrolidine-3,4'-pyrrolo[1,2-b]pyrazole]-1-carboxamide